8-chloro-2,3-dimethyl-6-(methylthio)-4H-pyrimido[1,2-a]pyrimidin-4-one ClC1=NC=2N(C(C(=C(N2)C)C)=O)C(=C1)SC